ClC=1N=C(SC1)C=1N=NN(C1)[C@@H]1[C@H]([C@@H](SC=2C=NC=C(C2)C#N)O[C@@H]([C@@H]1O)CO)OC 5-cyanopyridin-3-yl 3-[4-(4-chlorothiazol-2-yl)-1H-1,2,3-triazol-1-yl]-3-deoxy-2-O-methyl-1-thio-alpha-D-galactopyranoside